ClC=1C=C(C(=O)NC2=C3C(N(C=NC3=CC=C2)CC2=CC=C(C=C2)N2CCN(CC2)C)=O)C=C(C1O)Cl 3,5-dichloro-4-hydroxy-N-(3-(4-(4-methylpiperazin-1-yl)benzyl)-4-oxo-3,4-dihydroquinazolin-5-yl)benzamide